C(C)(C)(C)OC(=O)N[C@@]1(CN(CC1)C1=CC(=NC=C1C(=O)OCC)C)C ethyl (S)-4-(3-((tert-butoxycarbonyl)amino)-3-methylpyrrolidin-1-yl)-6-methylnicotinate